methyl 2-[3-(1,3-benzothiazol-2-ylamino)-4-methyl-6,7-dihydro-5H-pyrido[2,3-c]pyridazin-8-yl]-5-[3-[2-fluoro-4-(3-pyrrolidin-1-ylpropyl)phenoxy]propyl]thiazole-4-carboxylate S1C(=NC2=C1C=CC=C2)NC2=C(C1=C(N=N2)N(CCC1)C=1SC(=C(N1)C(=O)OC)CCCOC1=C(C=C(C=C1)CCCN1CCCC1)F)C